COC(=O)C=1C=C(C2=C(N(C(=N2)CCl)C[C@H]2OCC2)C1)OCC=C.C(C)(C)N1C(CCCC1)C(=O)NC1=CC(=C(C=C1)C1=CN=CO1)OC 1-isopropyl-N-(3-methoxy-4-(oxazol-5-yl)phenyl)piperidine-2-formamide methyl-(S)-4-(allyloxy)-2-(chloromethyl)-1-(oxetan-2-ylmethyl)-1H-benzo[d]imidazole-6-carboxylate